N-(3-amino-1H-pyrazolo[4,3-c]pyridin-7-yl)-2-oxo-2-[rac-(2R,5S)-2-(1,3-benzothiazol-5-yl)-5-methyl-1-piperidyl]acetamide NC1=NNC2=C1C=NC=C2NC(C(N2[C@H](CC[C@@H](C2)C)C=2C=CC1=C(N=CS1)C2)=O)=O |r|